BrC1=CC=C(C=C1)C1(CC1)C=O 1-(4-bromo-phenyl)-cyclopropanecarboxaldehyde